OCCS(=O)(=O)CC(CCC[C@](C(=O)OCC1=CC=CC=C1)(C)C1=CC(=CC=C1)\C=C(\C(=O)OC)/COC)(C)C benzyl (R,E)-7-((2-hydroxyethyl)sulfonyl)-2-(3-(3-methoxy-2-(methoxymethyl)-3-oxoprop-1-en-1-yl)phenyl)-2,6,6-trimethylheptanoate